cyclobutylsulfanyl-1H-pyrazolo[3,4-b]pyridine C1(CCC1)SN1N=CC=2C1=NC=CC2